2-(2,5-Dimethylphenoxy)-2-methyl-1-(4-(pyridin-3-ylsulfonyl)piperazin-1-yl)propan-1-one CC1=C(OC(C(=O)N2CCN(CC2)S(=O)(=O)C=2C=NC=CC2)(C)C)C=C(C=C1)C